BrCCCCC(=O)OC(C)(C)C T-butyl 5-bromopentanoate